(αs)-α,2,5-trifluoro-phenylpropionic acid F[C@@](C(=O)O)(C)C1=C(C=CC(=C1)F)F